(3aR,6aS)-5-(1-(4-chlorophenyl)ethyl)hexahydro-1H-furo[3,4-c]pyrrole ClC1=CC=C(C=C1)C(C)N1C[C@@H]2[C@H](C1)COC2